NC1=NC(=NC=N1)O[C@@H]1CN(CC1)CC(=O)NC=1C=CC=C2C(=CNC12)C1=NC(=NC=C1C)NC1=NN(C(=C1)C)C (S)-2-(3-((4-amino-1,3,5-triazin-2-yl)oxy)pyrrolidin-1-yl)-N-(3-(2-((1,5-dimethyl-1H-pyrazol-3-yl)amino)-5-methylpyrimidin-4-yl)-1H-indol-7-yl)acetamide